CS(=O)(=O)CC1CN(C1)C=1C=CC(=C2C=C(N=CC12)NC1=NC(=NC=C1)N1CC(C(CC1)OCCOC)O)C(C)C [4-({8-[3-(methanesulfonyl-methyl)azetidin-1-yl]-5-(propan-2-yl)isoquinolin-3-yl}amino)pyrimidin-2-yl]-4-(2-methoxy-ethoxy)piperidin-3-ol